9'-bromo-2'H-spiro[cyclopropane-1,1'-pyrazino[1,2-b]indazole]-3'(4'H)-one BrC1=CC2=C3N(N=C2C=C1)CC(NC31CC1)=O